C(C(C)(C)C)(=O)OC=1C(=CC2=C(CCCCC2=O)C1F)F 1,3-difluoro-5-oxo-6,7,8,9-tetrahydro-5H-benzo[7]annulen-2-yl pivalate